3-hydroxy-N-methyl-N-(p-tolyl)bicyclo[1.1.1]pentane-1-carboxamide OC12CC(C1)(C2)C(=O)N(C2=CC=C(C=C2)C)C